spiro[isochromane-4,4'-oxazolidin]-2'-one O1C(NC2(C1)COCC1=CC=CC=C12)=O